N[C@H](C(=O)O)CSCCCO (-)-(R)-2-amino-3-(3-hydroxypropylthio)-propionic acid